9-chloro-7-methyl-2-(methylsulfonyl)-6,7-dihydro-5H-pyrimido[4',5':4,5]pyrido[2,3-b]indol-5-one ClC=1C=CC=2C3=C(N(C2C1)C)NC(C1=C3N=C(N=C1)S(=O)(=O)C)=O